[P].BrCC1CCN(CC1)S(=O)(=O)C1COC1 4-(bromomethyl)-1-(oxetan-3-ylsulfonyl)piperidine phosphorus